7-fluoro-N-(6-fluoro-2,3-dihydro-4H-benzo[b][1,4]oxazin-4-yl)-4-(tetrahydrofuran-3-yl)-8-(2,3,5-trifluorophenyl)quinoline FC1=CC=C2C(=CCN(C2=C1C1=C(C(=CC(=C1)F)F)F)N1C2=C(OCC1)C=CC(=C2)F)C2COCC2